2-(tert-pentylcarbamoyl)benzoic acid C(C)(C)(CC)NC(=O)C1=C(C(=O)O)C=CC=C1